tert-butyl 4-(3-(3-(2-(5-methyl-4-(1-(2-methylbenzoyl)indolin-5-yl)thiazol-2-yl amino)-2-oxoethyl)phenoxy)propyl)piperazine-1-carboxylate CC1=C(N=C(S1)NC(CC=1C=C(OCCCN2CCN(CC2)C(=O)OC(C)(C)C)C=CC1)=O)C=1C=C2CCN(C2=CC1)C(C1=C(C=CC=C1)C)=O